(R)-16-((1-carboxyl-4-((2,5-diketopyrrol-1-yl)oxy)-4-ketobutyl)amino)-16-carbonyl-hexadecyl-carboxylic acid C(=O)(O)[C@@H](CCC(=O)ON1C(C=CC1=O)=O)NC(CCCCCCCCCCCCCCCC(=O)O)=C=O